7-chloro-4-[1-(oxan-2-yl)pyrazol-4-yl]-1H-indole ClC=1C=CC(=C2C=CNC12)C=1C=NN(C1)C1OCCCC1